tert-butyl ((1r,3r)-3-(4-(2-(4-((5-fluoro-2-(1H-1,2,3-triazol-1-yl)pyridin-3-yl)oxy) phenyl)propan-2-yl)phenoxy)cyclobutyl)carbamate FC=1C=C(C(=NC1)N1N=NC=C1)OC1=CC=C(C=C1)C(C)(C)C1=CC=C(OC2CC(C2)NC(OC(C)(C)C)=O)C=C1